tert-butyl 2-([[2,6-dimethoxy-4-(2-methyl-1-oxo-2,7-naphthyridin-4-yl)phenyl]methyl](methyl)amino)acetate COC1=C(C(=CC(=C1)C1=CN(C(C2=CN=CC=C12)=O)C)OC)CN(CC(=O)OC(C)(C)C)C